BrC1=C2C(=C(C(=NC2=C(C(=C1)Cl)F)O)[N+](=O)[O-])O 5-bromo-7-chloro-8-fluoro-3-nitroquinoline-2,4-diol